C1(CCCCC1)CN1CCN(CC1)CC1=CC=2N(C=C1)N=CC2N2C(NC(CC2)=O)=O 1-(5-((4-(cyclohexylmethyl)piperazin-1-yl)methyl)pyrazolo[1,5-a]pyridin-3-yl)dihydropyrimidine-2,4(1H,3H)-dione